(S)-2-fluoro-N-(3-(3-((4-methyl-4H-1,2,4-triazol-3-yl)methyl)oxetan-3-yl)phenyl)-6-((3-methylpiperidin-1-yl)methyl)imidazo[1,2-a]pyridine-8-carboxamide FC=1N=C2N(C=C(C=C2C(=O)NC2=CC(=CC=C2)C2(COC2)CC2=NN=CN2C)CN2C[C@H](CCC2)C)C1